FC1=C(C(=CC=C1)F)NS([O-])(=O)=O.[Na+].CC=1NC2=CC=C(C=C2C1)C 2,5-dimethyl-indole Sodium N-(2,6-difluorophenyl)sulfamate